6-(2-methoxyphenyl)-5-methylpyrrolo[2,3-b]Pyrazine-7-carbaldehyde COC1=C(C=CC=C1)C1=C(C=2C(=NC=CN2)N1C)C=O